NC(C#N)CC1=C(C=C(C(=C1)F)C=1C=CC2=C(N(C(O2)=O)C)C1)F 2-amino-3-[2,5-difluoro-4-(3-methyl-2-oxo-1,3-benzoxazol-5-yl)phenyl]propanenitrile